O-nonyl-thymol C(CCCCCCCC)OC1=C(C=CC(=C1)C)C(C)C